BrC=1C(=C(C=C2C(OCC12)O)NC(OC(C)(C)C)=O)F tert-butyl N-(7-bromo-6-fluoro-3-hydroxy-1,3-dihydroisobenzofuran-5-yl)carbamate